N-(3-Chlorophenyl)-4-hydroxy-3-{2-[4-(trifluoromethoxy)phenyl]-6-oxa-2,9-diazaspiro[4.5]decan-9-yl}butanamide ClC=1C=C(C=CC1)NC(CC(CO)N1CCOC2(CCN(C2)C2=CC=C(C=C2)OC(F)(F)F)C1)=O